3-(5-((8-(4'-chloro-[1,1'-biphenyl]-2-carbonyl)-3,8-diazabicyclo[3.2.1]octan-3-yl)methyl)-1-oxoisoindolin-2-yl)piperidine-2,6-dione ClC1=CC=C(C=C1)C=1C(=CC=CC1)C(=O)N1C2CN(CC1CC2)CC=2C=C1CN(C(C1=CC2)=O)C2C(NC(CC2)=O)=O